5-(2,3-dimethyl-3H-imidazo[4,5-b]pyridin-5-yl)-N-(1-methylazetidin-3-yl)pyrrolo[2,1-f][1,2,4]triazin-2-amine CC1=NC=2C(=NC(=CC2)C=2C=CN3N=C(N=CC32)NC3CN(C3)C)N1C